2-(2H-benzotriazol-2-yl)-6-(dodecyl)-4-methylphenol N=1N(N=C2C1C=CC=C2)C2=C(C(=CC(=C2)C)CCCCCCCCCCCC)O